FC=1C=CC(=C(C1)CC(=O)O)NC(C1=CC(=C(C=C1)N1CCCCC1)NC(=O)C1=NN(C2=CC=CC=C12)CC1CCOCC1)=O 2-(5-fluoro-2-(4-(piperidin-1-yl)-3-(1-((tetrahydro-2H-pyran-4-yl)methyl)-1H-indazole-3-carboxamido)benzamido)phenyl)acetic acid